BrC1=CC=2NC(N(C(C2S1)=O)C=1C=NC=C2C=CC(=NC12)N1CCS(CC1)(=O)=O)=O 6-bromo-3-(2-(1,1-dioxidothiomorpholino)-1,6-naphthyridin-8-yl)thieno[3,2-d]pyrimidine-2,4(1H,3H)-dione